(3S)-1-(3-{2-azabicyclo[2.2.2]octane-2-carbonyl}-5-(4-methyl-1H-1,3-benzodiazol-2-yl)pyridin-4-yl)-3-methylpyrrolidin-3-amine C12N(CC(CC1)CC2)C(=O)C=2C=NC=C(C2N2C[C@](CC2)(N)C)C2=NC1=C(N2)C=CC=C1C